N-((1S,3R)-3-(6-Chloro-3-(methyl-d3)-2-oxo-2,3-dihydro-1H-imidazo[4,5-c]pyridin-1-yl)-1-methylcyclopentyl)cyclopropanecarboxamide ClC1=CC2=C(C=N1)N(C(N2[C@H]2C[C@@](CC2)(C)NC(=O)C2CC2)=O)C([2H])([2H])[2H]